FC=1C=C(C=CC1)NC(CN(C)C=1C2=C(N=C(N1)C1=NC=CC(=C1)OCC1(CC1)O)CCC2)=O N-(3-fluorophenyl)-2-[(2-{4-[(1-hydroxycyclopropyl)methoxy]pyridin-2-yl}-5H,6H,7H-cyclopenta[d]pyrimidin-4-yl)(methyl)amino]acetamide